FC(CN1C(=C(C(C(=C1)C1=CC(=C(C=C1)F)C)=O)C(=O)NC1=CC(=C(C=C1)OC1=CC=NC2=CC(=C(N=C12)OC)OC)F)C)F 1-(2,2-difluoroethyl)-N-[4-[(6,7-dimethoxy-1,5-naphthyridin-4-yl)oxy]-3-fluorophenyl]-5-(4-fluoro-3-methylphenyl)-2-methyl-4-oxopyridine-3-carboxamide